rel-(1R,6S)-1-({[(CIS)-4-phenylcyclohexyl]oxy}methyl)-11-oxa-2,7-diazaspiro[5.6]dodecan-8-one C1(=CC=CC=C1)[C@H]1CC[C@H](CC1)OC[C@@H]1NCCC[C@]12NC(CCOC2)=O |o1:14,19|